FC=1C=CC(=C(C1)C1(CC2C(N(OC2(C)C)C)C(C1)C)C)C 5-(5-Fluoro-2-methylphenyl)-1,3,3,5,7-pentamethyloctahydrobenzo[c]isoxazol